(R)-1-(3-((3-(4-phenoxyphenyl)-1H-pyrazolo[3,4-d]pyrimidin-1-yl)methyl)pyrrolidin-1-yl)prop-2-en-1-one O(C1=CC=CC=C1)C1=CC=C(C=C1)C1=NN(C2=NC=NC=C21)C[C@H]2CN(CC2)C(C=C)=O